5-(2-((1-((2-Aminothiazol-5-yl)sulfonyl)piperidin-4-yl)amino)-5-(trifluoromethyl)pyrimidin-4-yl)-2-methylthiophene-3-carbonitrile NC=1SC(=CN1)S(=O)(=O)N1CCC(CC1)NC1=NC=C(C(=N1)C1=CC(=C(S1)C)C#N)C(F)(F)F